2,3-dihydro-1H-pyrrolo[3,4-c]pyridine-6-carboxylate C1NCC=2C=NC(=CC21)C(=O)[O-]